BrC=1C=C(C=CC1OC1=CC(=CC=C1)C(F)(F)F)S(=O)(=O)N(C(OC(C)(C)C)=O)C tert-butyl N-[3-bromo-4-[3-(trifluoromethyl)phenoxy]phenyl]sulfonyl-N-methyl-carbamate